(((3r,5r,7r)-adamantan-1-yl)(phenyl)methyl)malononitrile C12(CC3CC(CC(C1)C3)C2)C(C2=CC=CC=C2)C(C#N)C#N